(R)-(5-(2-fluoropropan-2-yl)-1,3,4-oxadiazol-2-yl)(4-(7-fluoropyrazolo[1,5-a]pyridin-2-yl)-6,7-dihydro-1H-imidazo[4,5-c]pyridin-5(4H)-yl)methanone FC(C)(C)C1=NN=C(O1)C(=O)N1[C@H](C2=C(CC1)NC=N2)C2=NN1C(C=CC=C1F)=C2